methyl 6-(1,4-dimethyl-1H-1,2,3-triazol-5-yl)-1-methyl-4-((2-methyl-oxazol-4-yl) (tetrahydro-2H-pyran-4-yl) methyl)-1,4-dihydropyrazolo[3',4':4,5]pyrrolo[3,2-b]pyridine-3-carboxylate CN1N=NC(=C1C=1C=C2C(=NC1)C1=C(N2C(C2CCOCC2)C=2N=C(OC2)C)C(=NN1C)C(=O)OC)C